NC(CN(C(CN(C(CN(C(CN(C(C[C@@H]1O[C@@H]([C@@H]2[C@H]1OC(O2)(C)C)CNC(OCC2=CC=CC=C2)=O)=O)C)=O)C)=O)C)=O)C)=O Benzyl (((3aR,4R,6S,6aS)-6-(14-amino-3,6,9,12-tetramethyl-2,5,8,11,14-pentaoxo-3,6,9,12-tetraazatetradecyl)-2,2-dimethyltetrahydrofuro[3,4-d][1,3]dioxol-4-yl)methyl)carbamate